2,5-dimercapto-1,3,4-thiadiazole 2-ethylhexanoate C(C)C(C(=O)O)CCCC.SC=1SC(=NN1)S